2-(di-tertbutylphosphino)-2'-methyl-1,1'-biphenyl C(C)(C)(C)P(C1=C(C=CC=C1)C1=C(C=CC=C1)C)C(C)(C)C